3-methyl-4-(1-(2-methyl-4-(trifluoromethoxy)phenyl)-4-oxo-6-(trifluoromethyl)-1,4-dihydropyrido[3,4-d]pyrimidin-3(2H)-yl)pyridine 1-oxide CC=1C=[N+](C=CC1N1CN(C2=C(C1=O)C=C(N=C2)C(F)(F)F)C2=C(C=C(C=C2)OC(F)(F)F)C)[O-]